5-hydroxy-2,2-bis(3-methylbut-2-en-1-yl)cyclohex-4-ene-1,3-dione OC1=CC(C(C(C1)=O)(CC=C(C)C)CC=C(C)C)=O